1-(N-ethyl-pyrrol-2-yl)-3-(naphthalen-2-yl)propan-1-one C(C)N1C(=CC=C1)C(CCC1=CC2=CC=CC=C2C=C1)=O